Cl\C(=C\F)\F E-1-chloro-1,2-difluoroethylene